(2,2'-dimethyl-[1,1'-biphenyl]-3,3'-diyl)bis(5-(((2-hydroxyethyl)amino)methyl)-1,3,4-thiadiazole-2-carboxamide) CC1=C(C=CC=C1NC(=O)C=1SC(=NN1)CNCCO)C1=C(C(=CC=C1)NC(=O)C=1SC(=NN1)CNCCO)C